CC1=CC=CC2=C(C3=C(C=CC=C3C(=C12)C(=O)OCCCCCCCC)C)C(=O)OCCCCCCCC 1,5-dimethyl-9,10-bis(n-octyloxycarbonyl)anthracene